ClCC(=O)N1CC2CCC(C1)N2C2=NC=C(C#N)C=C2 6-(3-(2-chloroacetyl)-3,8-diazabicyclo[3.2.1]octan-8-yl)nicotinonitrile